tert-butyl 5-chloro-3-((4-methoxybenzyl)amino)pyrazine-2-carboxylate ClC=1N=C(C(=NC1)C(=O)OC(C)(C)C)NCC1=CC=C(C=C1)OC